(2-fluorophenyl)furan-2-carboxamide FC1=C(C=CC=C1)C1=C(OC=C1)C(=O)N